F[P-](F)(F)(F)(F)F.[Cl-].C1(=CC=CC=C1)CC(=O)C=1N(C=CC1)S(=O)(=O)C(F)(F)F phenylacetyl-N-trifluoromethanesulfonyl-pyrrole chloride hexafluorophosphate